COC=1C=C(C=CC1)CN(C1=CC=CC(=N1)S(=O)(=O)NC(=O)C=1C(=NC=CC1)N1C(CC(C1)C)(C)C)C N-[[6-[(3-Methoxyphenyl)methyl-methyl-amino]-2-pyridyl]sulfonyl]-2-(2,2,4-trimethylpyrrolidin-1-yl)pyridin-3-carboxamid